(benzyloxy)-1-bromo-2-(3-methylbut-1-yn-1-yl)benzene C(C1=CC=CC=C1)OC=1C(=C(C=CC1)Br)C#CC(C)C